4-(6-(4-(1H-indol-3-yl)piperidin-1-yl)thiazolo[4,5-b]pyridin-2-yl)morpholine N1C=C(C2=CC=CC=C12)C1CCN(CC1)C=1C=C2C(=NC1)N=C(S2)N2CCOCC2